(S)-2-(4-(5-chloro-2-(4-chloro-1H-1,2,3-triazol-1-yl)phenyl)-6-oxopyrimidin-1(6H)-yl)-N-(4-(methylsulfonyl)phenyl)butanamide ClC=1C=CC(=C(C1)C=1N=CN(C(C1)=O)[C@H](C(=O)NC1=CC=C(C=C1)S(=O)(=O)C)CC)N1N=NC(=C1)Cl